tert-butyl (3S)-3-[[1-[2-(2,6-dioxo-3-piperidyl)-6-fluoro-1,3-dioxo-isoindolin-5-yl]-4-piperidyl]oxy]pyrrolidine-1-carboxylate O=C1NC(CCC1N1C(C2=CC(=C(C=C2C1=O)N1CCC(CC1)O[C@@H]1CN(CC1)C(=O)OC(C)(C)C)F)=O)=O